ClC1=CC(=C(C=C1)[C@@H]1N(OCC1)C1=CC(=NC=N1)NC=1C(=CC(=C(C1)NC(C=C)=O)N1CCC(CC1)N1C[C@@H](CC1)N(C)C)OC)F N-(5-((6-((R)-3-(4-chloro-2-fluorophenyl)isoxazolidine-2-yl)pyrimidine-4-yl)amino)-2-(4-((R)-3-(dimethylamino)pyrrolidine-1-yl)piperidine-1-yl)-4-methoxyphenyl)acrylamide